C(C)SC=1N(N=C2C=C(C=CC12)C1(CC1)C#N)C=1C=C2C(=CN1)N(N=C2)CCC(F)(F)F 1-[3-ethylsulfanyl-2-[1-(3,3,3-trifluoropropyl)-pyrazolo[3,4-c]pyridin-5-yl]indazol-6-yl]cyclopropanecarbonitrile